S1SSCC(C1)N 1,2,3-trithian-5-yl-amine